BrC1=CC(=NC=C1)C(CF)O[Si](C)(C)C(C)(C)C 4-bromo-2-(1-((tert-butyldimethylsilyl)oxy)-2-fluoroethyl)pyridine